NC=1C=C(CNC(=O)N2CCC3(N(C4=CC=C(C=C4C(C3)=O)F)C)CC2)C=CC1F N-(3-amino-4-fluorobenzyl)-6'-fluoro-1'-methyl-4'-oxo-3',4'-dihydro-1'h-spiro[piperidine-4,2'-quinoline]-1-carboxamide